N1(N=NC=C1)C=O (1H-1,2,3-triazol-1-yl)methanone